potassium-selenium sulfide [Se]=S.[K]